C(C)NC(=S)OC1CN(C1)C=1C(=C(C(=O)OC)C=CC1)N1C=CC=C1 Methyl 3-(3-((ethylthiocarbamoyl)oxy)azetidin-1-yl)-2-(1H-pyrrol-1-yl)benzoate